NC=1C2=C(N=C(N1)Cl)N(C=C2C=2SC=C(N2)CC2=CC=CC=C2)[C@H]2[C@@H]([C@@H]([C@H](C2)CNCCCOC(NCCC2=CC=C(C=C2)F)=O)O)O (3-((((1R,2R,3S,4R)-4-(4-amino-5-(4-benzylthiazol-2-yl)-2-chloro-7H-pyrrolo[2,3-d]pyrimidin-7-yl)-2,3-dihydroxycyclopentyl)methyl)amino)propyl)(4-fluorophenethyl)carbamate